ClC=1C=CC(=CC1)OC 5-chloro-2-methoxybenzene